(S)-3-(2-(2-(2-naphthamido)benzamido)-3-phenylpropanamido)-N,N-dimethylpropan-1-aminium chloride [Cl-].C1=C(C=CC2=CC=CC=C12)C(=O)NC1=C(C(=O)N[C@H](C(=O)NCCC[NH+](C)C)CC2=CC=CC=C2)C=CC=C1